1-{[4-(5-bromo-6-ethylpyridin-2-yl)-1-methyl-1H-1,2,3-triazol-5-yl]methyl}-4-(2-methylpropyl)-2,3-dihydro-1H-imidazol-2-one BrC=1C=CC(=NC1CC)C=1N=NN(C1CN1C(NC(=C1)CC(C)C)=O)C